CS(=O)(=O)[O-].C[NH+](C)C trimethyl-ammonium methanesulfonate